NC=1C=CC(=NC1)N1C(NC(CC1)=O)=O 1-(5-aminopyridin-2-yl)dihydropyrimidine-2,4(1h,3h)-dione